2-((2-(thiophen-2-yl)quinazolin-4-yl)amino)ethan-1-ol S1C(=CC=C1)C1=NC2=CC=CC=C2C(=N1)NCCO